CN(CCOC[C@H]1[C@@H](C1)C#CC=1C(=C(C(=CC1)O)N1CC(NS1(=O)=O)=O)F)C |o1:6,7| rel-5-(3-(((1R,2R)-2-((2-(dimethylamino)ethoxy)methyl)cyclopropyl)ethynyl)-2-fluoro-6-hydroxyphenyl)-1,2,5-thiadiazolidin-3-one 1,1-dioxide